BrC=1C=C2C(=C(N(C2=CC1)C)C(=O)N[C@H]1[C@H]2CC[C@@H](C1)N2C#N)Cl 5-bromo-3-chloro-N-((1R,2R,4S)-7-cyano-7-azabicyclo[2.2.1]heptan-2-yl)-1-methyl-1H-indole-2-carboxamide